BrC1=CN(C2=NC(=CN=C21)N2C1CN(CC2CC1)C(=O)OC(C)(C)C)COCC[Si](C)(C)C tert-butyl 8-(7-bromo-5-{[2-(trimethylsilyl)ethoxy] methyl}-5H-pyrrolo[2,3-b]pyrazin-3-yl)-3,8-diazabicyclo[3.2.1]octane-3-carboxylate